methyl 1,5-dihydro-5-propyl-4-hydroxy-2-oxopyrrole-3-carboxylate C(CC)C1C(=C(C(N1)=O)C(=O)OC)O